BrC1=CC=CC=2C3=C(OC21)C=C(C=C3)Cl 6-bromo-3-chlorodibenzo[b,d]furan